BrC=1C=C2CC(NC(C2=CC1)=O)CN(C)C 6-bromo-3-((dimethylamino)methyl)-3,4-dihydroisoquinolin-1(2H)-one